diisobutyl-1-methyl-7-oxabicyclo[2.2.1]hept-2-ene-2,3-dicarboxylic acid C(C(C)C)C1C2(C(=C(C(C1)(O2)C)C(=O)O)C(=O)O)CC(C)C